(R)-3-(3-oxo-1,3,6,7,8,9-hexahydro-2H-pyrrolo[3,4-h]isoquinolin-2-yl)piperidine-2,6-dione O=C1N(CC2=C1C=CC=1CCNCC21)[C@H]2C(NC(CC2)=O)=O